5-bromo-N2-(2,3-dihydro-1,4-benzodioxin-6-yl)-N4-(2-isopropylsulfonylphenyl)pyrimidine-2,4-diamine BrC=1C(=NC(=NC1)NC1=CC2=C(OCCO2)C=C1)NC1=C(C=CC=C1)S(=O)(=O)C(C)C